CC1=NC(=NN1C1=CC=C(C=C1)C(C)(C)C1=CC=C(C=C1)C=1C=NN(C1)C)C(=O)N 5-methyl-1-(4-(2-(4-(1-methyl-1H-pyrazol-4-yl)phenyl)propan-2-yl)phenyl)-1H-1,2,4-triazole-3-carboxamide